N-[1-[6-(3-cyano-2-pyridyl)-1-(2,2-dimethylpropyl)-5-fluoro-indol-3-yl]ethyl]cyclopropanesulfonamide C(#N)C=1C(=NC=CC1)C1=C(C=C2C(=CN(C2=C1)CC(C)(C)C)C(C)NS(=O)(=O)C1CC1)F